ClC=1SC(=CN1)C1NC(SC1)=NC 4-(2-chlorothiazol-5-yl)-N-methylthiazolidine-2-imine